FC1(CCN(CC1)C1=NC(=CC(=C1)C1=NN=C(S1)C1=C(C=C(C=C1)NS(=O)(=O)CCO)N1CCC2(CC2)CC1)C)F N-(4-(5-(2-(4,4-difluoropiperidin-1-yl)-6-methylpyridin-4-yl)-1,3,4-thiadiazol-2-yl)-3-(6-azaspiro[2.5]octan-6-yl)phenyl)-2-hydroxyethane-1-sulfonamide